Fmoc-O-tert-butyl-L-tyrosine C(=O)(OCC1C2=CC=CC=C2C2=CC=CC=C12)N[C@@H](CC1=CC=C(C=C1)OC(C)(C)C)C(=O)O